1,3-difluoro-5-nitro-benzene FC1=CC(=CC(=C1)[N+](=O)[O-])F